5-[4-[[4-(Benzyloxymethyl)phenyl]carbamoyl]-5-fluoro-2-pyridyl]-2-methyl-pyridine-3-carboxylic acid C(C1=CC=CC=C1)OCC1=CC=C(C=C1)NC(=O)C1=CC(=NC=C1F)C=1C=C(C(=NC1)C)C(=O)O